C(C1=CC=CC=C1)N1CC2CN(C(C1)CC2)C2CCN(CC2)C(=O)OC(C)(C)C tert-Butyl 4-{3-benzyl-3,6-diazabicyclo[3.2.2]nonan-6-yl}piperidine-1-carboxylate